CC=1C(=NC(=NC1)NC=1C=CC=2OCC(NC2N1)=O)NC=1C=CC2=C(NC(O2)=O)C1 5-methyl-N4-(2-oxo-2,3-dihydro-1,3-benzoxazol-5-yl)-N2-(2H-pyrido[3,2-b][1,4]oxazin-3(4H)-one-6-yl)-2,4-pyrimidinediamine